C1(C=CC(N1CC(=O)OC1C(=O)NC(C1)=O)=O)=O (α-Maleimidoacetoxy)succinimide